N[C@@H](CCC(=O)O)C(=O)N[C@@H](CCC(N)=O)C(=O)O L-glutamylglutamine